C(N)(=O)C1=NN(C2=CC(=CC=C12)C(=O)OC)CC(=O)N(C1CC1)CC(=O)NCC1=C(C(=CC=C1)Cl)F methyl 3-carbamoyl-1-(2-((2-((3-chloro-2-fluorobenzyl) amino)-2-oxoethyl) (cyclopropyl) amino)-2-oxoethyl)-1H-indazole-6-carboxylate